(R or S)-2-(5-amino-9-fluoro-8-methoxy-[1,2,4]triazolo[1,5-c]quinazolin-2-yl)-4-(1-(2-hydroxy-2-methylpropyl)-3-methyl-1H-pyrazol-4-yl)thiomorpholine 1,1-dioxide NC1=NC=2C=C(C(=CC2C=2N1N=C(N2)[C@H]2CN(CCS2(=O)=O)C=2C(=NN(C2)CC(C)(C)O)C)F)OC |o1:14|